BrC1=C(C(=C(C=C1)NC(=O)N1CCN(CC1)C)F)F N-(4-Bromo-2,3-difluorophenyl)-4-methylpiperazine-1-carboxamide